CN(CCCC1OC(C2=CC(=CC=C12)O)=O)C 3-(3-(dimethylamino)propyl)-6-hydroxyisobenzofuran-1(3H)-one